(6-Cyano-5-(dimethylamino)pyridin-2-yl)carbamic acid tert-butyl ester C(C)(C)(C)OC(NC1=NC(=C(C=C1)N(C)C)C#N)=O